2-(5H-imidazo[5,1-a]isoindol-5-yl)-7-(methylsulfonyl)-1,2,3,4-tetrahydronaphthalen-1-ol C=1N=CN2C1C1=CC=CC=C1C2C2C(C1=CC(=CC=C1CC2)S(=O)(=O)C)O